N-(8-morpholino-2,3,4,5-tetrahydro-1,5-benzoxazepin-7-yl)pyrazolo[1,5-a]pyrimidine-3-carboxamide O1CCN(CC1)C1=CC2=C(NCCCO2)C=C1NC(=O)C=1C=NN2C1N=CC=C2